FC(C(C(F)(F)F)(O)C1=CC=C(C=C)C=C1)(F)F 4-(1,1,1,3,3,3-hexafluoro-2-hydroxy-2-propanyl)styrene